C(C)(C)(C)OC(=O)N1C[C@](CC1)(NC1=NC=2C(N(C=CC2C=C1)C)=O)C1=C(C(=CC=C1F)Cl)Cl.C(C1=CC=CC=C1)(=O)N(N)C(C)(C)C 2-benzoyl-2-(1,1-dimethylethyl)hydrazine tert-butyl-(R)-3-(2,3-dichloro-6-fluorophenyl)-3-(7-methyl-8-oxo-1,7-diaza-2-naphthylamino)-1-pyrrolidinecarboxylate